FC1(CC(C1)C1=NC2=C(C=C(C=C2C(N1C)=O)C)\C(\C)=N/[S@](=O)C(C)(C)C)F (R,Z)-N-(1-(2-(3,3-difluorocyclobutyl)-3,6-dimethyl-4-oxo-3,4-dihydroquinazolin-8-yl)ethylidene)-2-methylpropane-2-sulfinamide